ClC=1C=C(C(=O)C2C(C2C)C(=O)O)C=CC1Cl 2-(3,4-Dichlorobenzoyl)-3-methylcyclopropane-1-carboxylic acid